NC1=C(C=C(C=C1)C1=NC=2C=NC(=NC2N(C1=O)C(C)C)N[C@@H]1CN(C[C@H](C1)F)C(=O)OCC1=CC=CC=C1)F benzyl (3S,5S)-3-[[6-(4-amino-3-fluoro-phenyl)-8-isopropyl-7-oxo-pteridin-2-yl]amino]-5-fluoro-piperidine-1-carboxylate